N[C@@H]1CN(CC[C@H]1O)C1=NC2=C(N1CC1=NC=C(C#N)C=C1)C=CC(=C2)F 6-((2-((3R,4R)-3-Amino-4-hydroxypiperidin-1-yl)-5-fluoro-1H-benzo[d]imidazol-1-yl)methyl)nicotinonitril